C1(CCCCC1)C(COC)(COC)CCC(CC(C)C)(CC(C)C)Br 2-cyclohexyl-2-(3-bromo-3-isobutyl-5-methylhexyl)-1,3-dimethoxypropane